C(C)OC(CC(C1=C(C2=C(N(N=N2)CCCOC2OCCCC2)C=C1)C)C1=CC(=C(C=C1)C)CO)=O 3-[3-(hydroxymethyl)-4-methylphenyl]-3-(4-methyl-1-{3-[(oxacyclohex-2-yl)oxy]Propyl}-1H-benzotriazol-5-yl)propionic acid ethyl ester